(3-Fluoro-5-(1-(4-(methylsulfonyl)benzyl)-1H-pyrazol-4-yl)phenyl)methylamine FC=1C=C(C=C(C1)C=1C=NN(C1)CC1=CC=C(C=C1)S(=O)(=O)C)CN